methyl 2-(3-(3-chloro-4-nitrobenzamido)-5-fluoro-2-oxopyridin-1(2H)-yl)acrylate ClC=1C=C(C(=O)NC=2C(N(C=C(C2)F)C(C(=O)OC)=C)=O)C=CC1[N+](=O)[O-]